4-propylamino-1,2-benzoquinone C(CC)NC1=CC(C(C=C1)=O)=O